[(7R,9aS)-7-(4-chlorophenyl)-7-hydroxy-3,4,6,8,9,9a-hexahydro-1H-pyrido[1,2-a]pyrazin-2-yl]-(2-chloro-3-methoxyphenyl)methanone ClC1=CC=C(C=C1)[C@@]1(CC[C@@H]2N(CCN(C2)C(=O)C2=C(C(=CC=C2)OC)Cl)C1)O